(2,3,4-trifluorophenyl)-3-(trans-3-(((S)-4,7,8-trimethyl-6-oxo-5,6,7,8-tetrahydropteridin-2-yl)amino)cyclobutyl)urea FC1=C(C=CC(=C1F)F)NC(=O)N[C@@H]1C[C@H](C1)NC1=NC=2N([C@H](C(NC2C(=N1)C)=O)C)C